C(C1=CC=CC=C1)N1CC=2N=C(N=C(C2CC1C)N1C[C@H]2CC[C@@H](C1)N2C(=O)OC(C)(C)C)Cl tert-butyl (1R,5S)-3-(7-benzyl-2-chloro-6-methyl-5,6,7,8-tetrahydropyrido[3,4-d]pyrimidin-4-yl)-3,8-diazabicyclo[3.2.1]octane-8-carboxylate